1-(4-((1r,4r)-4-aminocyclohexyl)piperazin-1-yl)ethan-1-one bis(2,2,2-trifluoroacetate) FC(C(=O)O)(F)F.FC(C(=O)O)(F)F.NC1CCC(CC1)N1CCN(CC1)C(C)=O